BrC=1C=CC(=C(C1)C(O)[2H])I (5-bromo-2-iodophenyl)methane-d-ol